2-(2,6-dimethylpyridin-4-yl)-3-methyl-N-(piperidin-4-yl)-1H-indole-6-carboxamide CC1=NC(=CC(=C1)C=1NC2=CC(=CC=C2C1C)C(=O)NC1CCNCC1)C